4-bromo-N1-(isoquinolin-6-yl)benzene-1,2-diamine BrC=1C=C(C(=CC1)NC=1C=C2C=CN=CC2=CC1)N